C(C)S(=O)(=O)C=1C(=NC(=CC1)C=C(C)C)C1=NC=2N(C=C1)N=C(C2)C(F)(F)F 5-(3-(ethylsulfonyl)-6-(2-methylprop-1-en-1-yl)pyridin-2-yl)-2-(trifluoromethyl)pyrazolo[1,5-a]pyrimidine